N1=C(C=CC(=C1)C(=O)N)C=1C=NC=CC1 [2,3'-bipyridine]-5-carboxamide